N-[4-(cyanomethyl)-2,5-difluoro-phenyl]-2-(dimethylamino)quinoline-5-sulfonamide C(#N)CC1=CC(=C(C=C1F)NS(=O)(=O)C=1C=2C=CC(=NC2C=CC1)N(C)C)F